5-(5H-imidazo[1,5-b]isoindol-5-yl)azepan-4-ol C=1N=CN2C(C=3C=CC=CC3C21)C2C(CCNCC2)O